tert-butyl (4-(5-(4-propoxyphenyl)isoxazol-3-yl)phenyl)carbamate C(CC)OC1=CC=C(C=C1)C1=CC(=NO1)C1=CC=C(C=C1)NC(OC(C)(C)C)=O